CN(C1=NC=CC=C1C1=NC=C(C=C1)S(=O)(=O)NC=1C=CC=C2C=NN(C12)C)C 2'-(dimethylamino)-N-(1-methyl-1H-indazol-7-yl)-[2,3'-bipyridine]-5-sulfonamide